ClC1=C(C(=CC=C1)Cl)COC=1C=NC(=NC1)N1C[C@H](O[C@H](C1)C(F)(F)F)CO [(2S,6R)-4-{5-[(2,6-dichlorophenyl)methoxy]pyrimidin-2-yl}-6-(trifluoromethyl)morpholin-2-yl]methanol